C(C=1C(O)=CC=CC1)(=O)[O-].OCC[N+](C)(CCO)CCO tri(2-hydroxyethyl)methyl-ammonium salicylate